N-[(1R)-1-(3-bromophenyl)ethyl]-6-[2-(dimethylamino)ethoxy]-2-methylpyrido[3,4-d]pyrimidin-4-amine BrC=1C=C(C=CC1)[C@@H](C)NC=1C2=C(N=C(N1)C)C=NC(=C2)OCCN(C)C